OC(CCC(=O)O)CC.C(CCCCCCC)(=O)O octanoate (4-hydroxy caproate)